N-(5-(2-((1S,4R)-2-azabicyclo[2.2.1]heptan-2-yl)acetamido)-2-methylpyridin-3-yl)-6-(1-(oxetan-3-ylmethyl)-1H-pyrazol-4-yl)pyrazolo[1,5-a]pyrazine-3-carboxamide [C@H]12N(C[C@H](CC1)C2)CC(=O)NC=2C=C(C(=NC2)C)NC(=O)C=2C=NN1C2C=NC(=C1)C=1C=NN(C1)CC1COC1